C(C)(C)OC1=C(C=C(C=C1)C1=NC=C(C=N1)C1=C(C=CC=C1)OC)C(F)(F)F 2-(4-isopropoxy-3-(trifluoromethyl)phenyl)-5-(2-methoxy-phenyl)pyrimidine